N=1C=CN2N=C(C=CC21)C=2C=C(C=CC2)NC(C)=O N-(3-(Imidazo[1,2-b]pyridazin-6-yl)phenyl)acetamide